(R)-3-(1-((6-(4-(4-ethylpiperazin-1-yl)piperidin-1-yl)-7-methoxy-2-Methylquinazolin-4-yl)amino)ethyl)-2-methylbenzonitrile C(C)N1CCN(CC1)C1CCN(CC1)C=1C=C2C(=NC(=NC2=CC1OC)C)N[C@H](C)C=1C(=C(C#N)C=CC1)C